(4-tert-butyl)phenyl-6-chloro-1-ethoxyisoquinoline C(C)(C)(C)C1=CC=C(C=C1)C=1N=C(C2=CC=C(C=C2C1)Cl)OCC